CC(C#C)(CCCC(CCCC(C)C)C)O 3,7,11-trimethyldodecane-1-yn-3-ol